(R)-2-(((1R,4S)-3,3-dimethyl-4-(4-(5,6,7,8-tetrahydro-1,8-naphthyridin-2-yl)butoxy)cyclopentyl)(methyl)amino)-2-((S)-1,6-dimethylisochroman-8-yl)acetic acid CC1(C[C@H](C[C@@H]1OCCCCC1=NC=2NCCCC2C=C1)N([C@@H](C(=O)O)C=1C=C(C=C2CCO[C@H](C12)C)C)C)C